5-(2-amino-[1,2,4]triazolo[1,5-a]pyridin-7-yl)-2-methoxy-N-(2-((4-methylcyclohexyl)methoxy)benzyl)nicotinamide NC1=NN2C(C=C(C=C2)C=2C=NC(=C(C(=O)NCC3=C(C=CC=C3)OCC3CCC(CC3)C)C2)OC)=N1